C(C)(C)NC(O[C@H]1C[C@H](CC1)C1=CC(=NN1)NC(=O)C1CC(C1)OC1=C(C(=CC=C1)O)C=O)=O (1R,3S)-3-(3-((1r,3S)-3-(2-formyl-3-hydroxyphenoxy)cyclobutane-1-carboxamido)-1H-pyrazol-5-yl)cyclopentyl isopropylcarbamate